16-Hydroxy-nonadecanoic acid OC(CCCCCCCCCCCCCCC(=O)O)CCC